(3-(3-(4-fluorophenyl)-4-oxo-3,4-dihydro-phthalazin-1-yl)phenyl)ethyl-sulfonamide FC1=CC=C(C=C1)N1N=C(C2=CC=CC=C2C1=O)C=1C=C(C=CC1)CCS(=O)(=O)N